S1C(=NC2=C1CCC2)N\N=C/2\C(=NN(C2=O)C=2SC=C(N2)C2=CC=CC=C2)C2=CC=CC=C2 (Z)-4-(2-(5,6-dihydro-4H-cyclopenta[d]thiazol-2-yl)hydrazono)-3-phenyl-1-(4-phenylthiazol-2-yl)-1H-pyrazol-5(4H)-one